((2-fluoro-4-methylphenyl)amino)benzamide FC1=C(C=CC(=C1)C)NC1=C(C(=O)N)C=CC=C1